C(C)(=O)C1=C(C(N(C1C1=CC=C(C=C1)S(=O)(=O)C)CCC1=CC=CC=C1)=O)O 4-acetyl-3-hydroxy-5-(4-methanesulfonyl-phenyl)-1-phenethyl-1,5-dihydro-2H-pyrrol-2-one